pentacontene C=CCCCCCCCCCCCCCCCCCCCCCCCCCCCCCCCCCCCCCCCCCCCCCCCC